ClC=1C(=CC=C2N=CC(=NC12)C=1C=NN(C1)CC1N(C1)C(C1=CC=CC=C1)(C1=CC=CC=C1)C1=CC=CC=C1)OC=1C=CC2=C(N(C(=N2)C)COCC[Si](C)(C)C)C1 8-Chloro-7-((2-methyl-1-((2-(trimethylsilyl)ethoxy)methyl)-1H-benzo[d]imidazol-6-yl)oxy)-2-(1-((1-tritylaziridin-2-yl)methyl)-1H-pyrazol-4-yl)quinoxaline